8-[3-methyl-1-(oxetan-3-yl)-1H-pyrazolo[3,4-b]pyrazin-6-yl]-2-[2-methyl-6-(trifluoromethyl)pyrimidin-4-yl]-2,8-diazaspiro[4.5]decane CC1=NN(C2=NC(=CN=C21)N2CCC1(CCN(C1)C1=NC(=NC(=C1)C(F)(F)F)C)CC2)C2COC2